OC=1C(C2=CC=CC=C2C(C1SCC1=CC=C(C=C1)C(C)(C)C)=O)=O 2-Hydroxy-3-p-tert-butylbenzylmercapto-1,4-naphthoquinone